The molecule is a dimeric hydrolysable tannin in which 2 moles of potentillin monomer are linked via a dehydrogalloyl group; an antitumor tannin of Agrimonia pilosa Ledeb., which induces interleukin-1. C1[C@@H]2[C@H]([C@H]3[C@H]([C@H](O2)OC(=O)C4=CC(=C(C(=C4)OC5=C(C(=C(C=C5C(=O)O[C@@H]6[C@H]7[C@H]([C@H]8[C@H](O6)COC(=O)C9=CC(=C(C(=C9C2=C(C(=C(C=C2C(=O)O8)O)O)O)O)O)O)OC(=O)C2=CC(=C(C(=C2C2=C(C(=C(C=C2C(=O)O7)O)O)O)O)O)O)O)O)O)O)O)OC(=O)C2=CC(=C(C(=C2C2=C(C(=C(C=C2C(=O)O3)O)O)O)O)O)O)OC(=O)C2=CC(=C(C(=C2C2=C(C(=C(C=C2C(=O)O1)O)O)O)O)O)O